COC1=CC=C(C(=N1)C#CC)[N+](=O)[O-] 6-Methoxy-3-nitro-2-prop-1-ynyl-pyridine